CC1=C(C(=O)P(C2=CC=CC=C2)(C(C2=C(C=C(C=C2C)C)C)=O)=O)C(=CC(=C1)C)C Bis(2,4,6-Trimethylbenzoyl)-phenylphosphin oxid